trans-N-(5-chlorobenzo[d]thiazol-2-yl)-4-(5-((cis-3-(trifluoromethoxy)cyclobutoxy)methyl)-1,3,4-oxadiazol-2-yl)cyclohexanecarboxamide ClC=1C=CC2=C(N=C(S2)NC(=O)[C@@H]2CC[C@H](CC2)C=2OC(=NN2)CO[C@@H]2C[C@@H](C2)OC(F)(F)F)C1